4-phenyl-pyrrolidine-2-carboxamide dihydrochloride Cl.Cl.C1(=CC=CC=C1)C1CC(NC1)C(=O)N